FC(C1=CC(=NC=C1F)C(=O)NC=1C=NC(=C(C1)C=1C=NC2=CC(=NC=C2C1)NC)C)F 4-(difluoromethyl)-5-fluoro-N-(6-methyl-5-(7-(methylamino)-1,6-naphthyridin-3-yl)pyridin-3-yl)picolinamide